NC1=NC(=CC(=N1)OC(=O)C1NCC2(C1)CCNCC2)O[C@@H](C(F)(F)F)C2=C(C=C(C=C2)Cl)C2=CC=CC=C2 2-amino-6-((R)-1-(5-chloro-[1,1'-biphenyl]-2-yl)-2,2,2-trifluoroethoxy)pyrimidin-4-yl-2,8-diazaspiro[4.5]decane-3-carboxylate